ClC1=C(C=C(C=C1)F)C1(NC(C2=C3C(=CC(=C12)C1=C(C(=O)N)C=C(C=C1C(F)(F)F)F)N(C(N3C)=O)CC(F)(F)F)=O)O [6-(2-chloro-5-fluorophenyl)-6-hydroxy-1-methyl-2,8-dioxo-3-(2,2,2-trifluoroethyl)-7,8-dihydro-6H-imidazo[4,5-e]isoindol-5-yl]-5-fluoro-3-(trifluoromethyl)benzamide